o-formyl-phenylboronic acid C(=O)C1=C(C=CC=C1)B(O)O